C(C1=CC=CC=C1)OC(NC12CC3(CC(CC(C1)C3)C2)OCSC)=O (3-((methylsulfanyl)methoxy)adamantan-1-yl)carbamic acid benzyl ester